tert-butyl-[(4'-{3-bromo-4-[2-(3-cyclopropylpropyl)-2H-1,2,3,4-tetrazol-5-yl] benzamido}-[1,1'-biphenyl]-4-yl) carbamoyl] naphthalene-1-carboxylate C1(=CC=CC2=CC=CC=C12)C(=O)OC(N(C1=CC=C(C=C1)C1=CC=C(C=C1)NC(C1=CC(=C(C=C1)C=1N=NN(N1)CCCC1CC1)Br)=O)C(C)(C)C)=O